C(CCC)N1CCCCC1 N-butylpiperidine